N-((1s,3s)-3-(6-((4-(4-(((1r,4r)-4-(aminomethyl)cyclohexyl)methyl)piperazin-1-yl)Phenyl)amino)-9H-purin-9-yl)cyclobutyl)-2-phenylacetamide hydrochloride Cl.NCC1CCC(CC1)CN1CCN(CC1)C1=CC=C(C=C1)NC1=C2N=CN(C2=NC=N1)C1CC(C1)NC(CC1=CC=CC=C1)=O